N2-(3-chloro-4-methoxyphenyl)-5-fluoro-2,4-pyrimidinediamine ClC=1C=C(C=CC1OC)NC1=NC=C(C(=N1)N)F